tert-butyl (4-carbamothioylcyclohexyl)carbamate C(N)(=S)C1CCC(CC1)NC(OC(C)(C)C)=O